4-(tert-butyldisulfanyl)pentan-2-one C(C)(C)(C)SSC(CC(C)=O)C